4-(2-(6-(4-methoxy-2,6-dimethylphenyl)-1,1-dioxido-1,2,6-thiadiazinan-2-yl)acetamido)adamantan-1-carboxamide COC1=CC(=C(C(=C1)C)N1CCCN(S1(=O)=O)CC(=O)NC1C2CC3(CC(CC1C3)C2)C(=O)N)C